The molecule is a 1,2-diacyl-sn-glycero-3-phosphocholine where the acyl groups at positions 1 and 2 are palmitoyl and icosanoyl respectively. It derives from an icosanoic acid and a hexadecanoic acid. CCCCCCCCCCCCCCCCCCCC(=O)O[C@H](COC(=O)CCCCCCCCCCCCCCC)COP(=O)([O-])OCC[N+](C)(C)C